N-tert-butyl-2-[(6-chloro-1H-1,3-benzodiazol-2-yl)sulfanyl]acetamide C(C)(C)(C)NC(CSC1=NC2=C(N1)C=C(C=C2)Cl)=O